2-[[(3aR,4S,6R,6aS)-6-amino-2,2-dimethyltetrahydro-3aH-cyclopenta[d][1,3]-dioxolane-4-yl]oxy]-1-ethanol N[C@@H]1C[C@@H]([C@@H]2[C@H]1OC(O2)(C)C)OCCO